C(C)C1N(CN(C1)CCC#N)N1C=NC=2C1=C1C(=NC2)NC=C1 3-(4-ethyl-3-(imidazo[4,5-d]pyrrolo[2,3-b]pyridine-1(6H)-yl)imidazolidine-1-yl)propionitrile